6-bromo-2-chloro-1-methyl-1H-benzo[d]imidazole BrC=1C=CC2=C(N(C(=N2)Cl)C)C1